FC=1C=NC=CC1N1CC(C1)CC(=O)[O-].[Li+] lithium 2-(1-(3-fluoropyridin-4-yl)azetidin-3-yl)acetate